3-(3-Fluoro-4-(1,4-dioxa-8-azaspiro[4.5]decan-8-yl)phenyl)piperidine-2,6-dione FC=1C=C(C=CC1N1CCC2(OCCO2)CC1)C1C(NC(CC1)=O)=O